(1R,3R)-3-(3-bromophenyl)-3-((4-methyl-4H-1,2,4-triazol-3-yl)methyl)cyclobutane-1-carbonitrile BrC=1C=C(C=CC1)C1(CC(C1)C#N)CC1=NN=CN1C